(Z)-N-(5-((5-fluoro-2-oxoindol-3-ylidene)methyl)-4-methyl-1H-pyrrol-3-yl)-2-(piperidin-1-yl)acetamide FC=1C=C2/C(/C(NC2=CC1)=O)=C/C1=C(C(=CN1)NC(CN1CCCCC1)=O)C